4-Hydroxy-N-methyl-6-(1-methyl-1H-pyrazol-4-yl)pyrazolo[1,5-a]pyridine-3-carboxamide OC=1C=2N(C=C(C1)C=1C=NN(C1)C)N=CC2C(=O)NC